C1(CC1)S(=O)(=O)NC1=NC=CC(=N1)C(C(=O)NC1=C(C=C(C=C1)C1=NC(=CN=C1)OCC)OC)(C)C 2-(2-(cyclopropanesulfonamido)pyrimidin-4-yl)-N-(4-(6-ethoxypyrazin-2-yl)-2-methoxyphenyl)-2-methylpropanamide